CC1=C(C=CC(=C1)C1CCNCC1)NC1=NC=C(C(=N1)NCCCN1C(CCCC1)=O)C(F)(F)F 1-(3-((2-((2-methyl-4-(piperidin-4-yl)phenyl)amino)-5-(trifluoromethyl)pyrimidin-4-yl)amino)propyl)piperidin-2-one